N-[3-(o-tolylsulfonyloxy)phenyl]-N'-[3-(o-tolylsulfonyloxy)phenyl]urea C1(=C(C=CC=C1)S(=O)(=O)OC=1C=C(C=CC1)NC(=O)NC1=CC(=CC=C1)OS(=O)(=O)C1=C(C=CC=C1)C)C